C1(CC1)N1C=C(C=2N=C(N=CC21)SCC=2C=CC(=C(C2)CC(=O)O)F)C2OCC(C2)(F)F 2-(5-(((5-cyclopropyl-7-(4,4-difluorotetrahydrofuran-2-yl)-5H-pyrrolo[3,2-d]pyrimidin-2-yl)thio)methyl)-2-fluorophenyl)acetic acid